ClC1=NC(=NC(=N1)C1=CC=CC=C1)C1=C(C(=C(C(=C1[2H])[2H])[2H])[2H])[2H] 2-chloro-4-phenyl-6-(phenyl-d5)-1,3,5-triazine